3-amino-5-methylthio-1-(4-vinylbenzyl)-1H-1,2,4-triazole NC1=NN(C(=N1)SC)CC1=CC=C(C=C1)C=C